ClC1=C2C(=NC=C1)NC(=C2)C2=CC(=NC(=C2)F)CNC(C)(C)C N-((4-(4-chloro-1H-pyrrolo[2,3-b]pyridin-2-yl)-6-fluoropyridin-2-yl)methyl)-2-methylpropan-2-amine